N1=CC(=CC=C1)CC(=O)O 3-pyridylacetic acid